N-[(3,4-methylenedioxyphenyl)methyl]-N'-(2-pyridinylmethyl)-N-(6,7,8,9-tetrahydro-5H-cyclohepta[b]pyridin-9-yl)-1,4-benzenedimethanamine C1OC=2C=C(C=CC2O1)CN(CC1=CC=C(C=C1)CNCC1=NC=CC=C1)C1CCCCC=2C1=NC=CC2